C(#CCCCCC#C)C=1C(NC(N([C@H]2C[C@H](O)[C@@H](C)O2)C1)=O)=O 5-(octa-1,7-diynyl)-2',5'-dideoxyuridine